2-chloro-5-(methoxy-d3)-4-((pyrrolidin-1-ylsulfonyl)carbamoyl)benzoic acid ClC1=C(C(=O)O)C=C(C(=C1)C(NS(=O)(=O)N1CCCC1)=O)OC([2H])([2H])[2H]